5-(1-(2-phenylimidazo[1,2-a]pyridine-3-carbonyl)piperidin-4-yl)-N-(pyridin-3-ylmethyl)pyrazine-2-carboxamide C1(=CC=CC=C1)C=1N=C2N(C=CC=C2)C1C(=O)N1CCC(CC1)C=1N=CC(=NC1)C(=O)NCC=1C=NC=CC1